2-(1H-imidazol-1-yl)-6-(tetrahydro-2H-pyran-4-yl)-N-(6-(trifluoromethyl)pyridin-3-yl)pyrimidine-4-carboxamide N1(C=NC=C1)C1=NC(=CC(=N1)C(=O)NC=1C=NC(=CC1)C(F)(F)F)C1CCOCC1